methyl 16-phenoxyhexadecanoate O(C1=CC=CC=C1)CCCCCCCCCCCCCCCC(=O)OC